FC1(CCN(CCC1)C1=NC(=NC=C1C(=O)N)C)F 4-(4,4-difluoroazepan-1-yl)-2-methylpyrimidine-5-carboxamide